Methyl 2-((dimethylamino) methylene)-3-oxocyclopentane-1-carboxylate CN(C)C=C1C(CCC1=O)C(=O)OC